C(#N)C1(CC1)NS(=O)(=O)C=1C=C2C(=NC(=NC2=CC1)C)C=1N=CN(C1)C N-(1-cyanocyclopropyl)-2-methyl-4-(1-methyl-1H-imidazol-4-yl)quinazoline-6-sulfonamide